(3R,4R)-4-({4-[5-fluoro-2-methyl-1-(propan-2-yl)-1H-benzimidazol-6-yl]pyrimidin-2-yl}amino)-1-(methanesulfonyl)piperidin-3-ol FC1=CC2=C(N(C(=N2)C)C(C)C)C=C1C1=NC(=NC=C1)N[C@H]1[C@@H](CN(CC1)S(=O)(=O)C)O